2-(2,7-dimethyl-2H-indazol-5-yl)-6-(piperidin-4-yl)-1,3-benzothiazole CN1N=C2C(=CC(=CC2=C1)C=1SC2=C(N1)C=CC(=C2)C2CCNCC2)C